(1S,2S)-2-fluoro-N-(3-(7-fluoro-5-methoxybenzo[d]thiazol-6-yl)-1-((2-(trimethylsilyl)ethoxy)methyl)-1H-pyrrolo[2,3-b]pyridin-6-yl)cyclopropane-1-carboxamide F[C@@H]1[C@@H](C1)C(=O)NC1=CC=C2C(=N1)N(C=C2C2=C(C1=C(N=CS1)C=C2OC)F)COCC[Si](C)(C)C